C1(CC1)C1=NC=NC(=C1C=1N=CC2=C(N(C(OC23CC3)=O)CC3=CC=C(C=C3)C=3N(C=C(N3)C(F)(F)F)C)N1)OC 7'-(4-Cyclopropyl-6-methoxypyrimidin-5-yl)-1'-(4-(1-methyl-4-(trifluoromethyl)-1H-imidazole-2-yl)benzyl)spiro[cyclopropane-1,4'-pyrimido[4,5-d][1,3]oxazine]-2'(1'H)-one